C(C1=CC=CC=C1)OCN1C(N(N=C(C1=O)Br)C1=CC(=C(C(=C1)Cl)OC1=NNC(C(=C1)C(C)C)=O)Cl)=O 4-[(benzyloxy)methyl]-6-bromo-2-[3,5-dichloro-4-[(5-isopropyl-6-oxo-1H-pyridazin-3-yl)oxy]phenyl]-1,2,4-triazine-3,5-dione